NC=1C(=NC(=CC1)Br)/C=C/C(=O)OCC ethyl (E)-3-(3-amino-6-bromo-2-pyridyl)prop-2-enoate